ClC=1N=C(C2=C(N1)C(=C(N=C2O[C@@H](C)[C@@H]2[C@@H]1CC[C@H](CN2)N1C(=O)OC(C)(C)C)Cl)F)O tert-butyl (1S,2S,5R)-2-[(1S)-1-({2,7-dichloro-8-fluoro-4-hydroxypyrido[4,3-d]pyrimidin-5-yl}oxy)ethyl]-3,8-diazabicyclo[3.2.1]octane-8-carboxylate